NCC1=CC(=CC=C1)CN 1,3-bis-(aminomethyl)benzene